2-(3-Fluorophenyl)-6-methyl-[1,3,6,2]dioxazaborocane FC=1C=C(C=CC1)B1OCCN(CCO1)C